(R)-N'-((4-cyano-3-fluoro-2,6-diisopropylphenyl)carbamoyl)-2-(1,2-dihydroxypropan-2-yl)thiazole-5-sulfonimidamide C(#N)C1=C(C(=C(C(=C1)C(C)C)NC(=O)N=[S@](=O)(N)C1=CN=C(S1)C(CO)(C)O)C(C)C)F